3-hydroxy-5-(5-(4-(trifluoromethoxy)phenyl)pyridin-2-yl)cyclohex-2-en-1-one OC1=CC(CC(C1)C1=NC=C(C=C1)C1=CC=C(C=C1)OC(F)(F)F)=O